pentafluoroethyl trifluoroethyl ether FC(COC(C(F)(F)F)(F)F)(F)F